ClC1=C2C(=NC=C1C#CC1=CC=C(C=C1)[N+](=O)[O-])NC=C2 4-chloro-5-((4-nitrophenyl)ethynyl)-1H-pyrrolo[2,3-b]pyridine